2-((2-(2,6-dioxopiperidin-3-yl)-1,3-dioxoisoindolin-4-yl)oxy)-N-(2-(2-(methyl(6-methyl-2-((4-(2-phenylacetamido)phenyl)amino)pyrimidin-4-yl)amino)ethoxy)ethyl)acetamide O=C1NC(CCC1N1C(C2=CC=CC(=C2C1=O)OCC(=O)NCCOCCN(C1=NC(=NC(=C1)C)NC1=CC=C(C=C1)NC(CC1=CC=CC=C1)=O)C)=O)=O